5-[5-[4-(hydroxymethyl)-1-piperidyl]-6-methyl-pyridazin-3-yl]-1H-pyrimidine-2,4-dione OCC1CCN(CC1)C=1C=C(N=NC1C)C=1C(NC(NC1)=O)=O